NC1=C(CCCC1)N (S,S)-1,2-diaminocyclohexaneN